CN(S(=O)(=O)NCC1=CC=C(C=N1)C1=NOC(=N1)C(F)(F)F)C 3-[6-[(dimethylsulfamoylamino)methyl]-3-pyridyl]-5-(trifluoromethyl)-1,2,4-oxadiazole